N1-((S)-1-(((S)-6-(dimethylamino)-2,6-dioxo-1-(2,3,5,6-tetrafluorophenoxy)hexan-3-yl)amino)-4-methyl-1-oxopentan-2-yl)-N2-(2-fluorophenyl)oxalamide CN(C(CC[C@@H](C(COC1=C(C(=CC(=C1F)F)F)F)=O)NC([C@H](CC(C)C)NC(C(=O)NC1=C(C=CC=C1)F)=O)=O)=O)C